N[C@@H]1C[C@@H]2N(C(CCN(C2=O)[C@@H](C(=O)NCC2=CC(=C(C=C2)Cl)Cl)CC(C)C)CS(=O)(=O)C2=CC=CC=C2)C1 (2R)-2-((8R,9aS)-8-amino-1-oxo-5-((phenylsulfonyl)methyl)hexahydro-1H-pyrrolo[1,2-a][1,4]diazepin-2(3H)-yl)-N-(3,4-dichlorobenzyl)-4-methylpentanamide